L-4-Dimethylaminopyridine CN(C1=CC=NC=C1)C